tert-butyl 5-(2-(tert-butoxycarbonyl)-5-{4-[(1-phenyl-2-azaspiro[3.4]oct-2-yl)methyl]piperidin-1-yl}phenoxy)-1H-pyrrolo[2,3-b]pyridine-1-carboxylate C(C)(C)(C)OC(=O)C1=C(OC=2C=C3C(=NC2)N(C=C3)C(=O)OC(C)(C)C)C=C(C=C1)N1CCC(CC1)CN1C(C3(C1)CCCC3)C3=CC=CC=C3